tri(4-methylphenyl)aluminum CC1=CC=C(C=C1)[Al](C1=CC=C(C=C1)C)C1=CC=C(C=C1)C